ClC1=CC=C(C=C1)COC1=CC=CC(=N1)S(=O)(=O)NC(=O)C=1C(=NC=CC1)N1C(CC(C1)C)(C)C N-[[6-[(4-Chlorophenyl)methoxy]-2-pyridyl]sulfonyl]-2-(2,2,4-trimethylpyrrolidin-1-yl)pyridin-3-carboxamid